2-(tetrahydro-1H-pyrrol-1-yl)thiophene N1(CCCC1)C=1SC=CC1